[Na].N1=CC=C(C=2OC[C@H]3N(C21)CCC3)S (S)-6a,7,8,9-tetrahydro-6H-pyrido[3,2-b]pyrrolo[1,2-d][1,4]oxazine-4-thiol sodium